C(N)(=O)OC(C=C)=O acrylic acid carbamyl ester